prop-2-yn-1-yl (2-(3-(phenylthio)propanamido)ethyl)carbamate C1(=CC=CC=C1)SCCC(=O)NCCNC(OCC#C)=O